(E)-3-(4-hydroxy-3-methoxyphenyl)-N-(phenyl)acrylamide OC1=C(C=C(C=C1)/C=C/C(=O)NC1=CC=CC=C1)OC